OC(CCCC1=CCCCC1)(C)C 4-(4-hydroxy-4-methyl-pentyl)3-cyclohexene